FC1(CC(C1)[C@H](CC(=O)N[C@@H](COC(F)F)C1=CC(=CC=C1)OC(F)(F)F)O)F (S)-3-(3,3-Difluorocyclobutyl)-N-((R)-2-(difluoromethoxy)-1-(3-(trifluoromethoxy)phenyl)ethyl)-3-hydroxypropanamid